1-((3-((3R,5R)-5-(4-chlorophenyl)tetrahydro-furan-3-yl)-1,2,4-oxadiazol-5-yl)methyl)-8-(difluoromethyl)-7-methyl-1,7-dihydro-6H-purin-6-one ClC1=CC=C(C=C1)[C@H]1C[C@@H](CO1)C1=NOC(=N1)CN1C=NC=2N=C(N(C2C1=O)C)C(F)F